1-(2-aminophenyl)-3-phenylprop-2-yn-1-one NC1=C(C=CC=C1)C(C#CC1=CC=CC=C1)=O